C(#N)C1=CC=C(C=C1)[C@H](CNC(C(=O)NC1=CC2=C(NC(O2)=C=O)C=C1)C1=CC=CC=C1)C 2-(((R)-2-(4-cyanophenyl)propyl)amino)-N-(2-carbonyl-2,3-dihydrobenzo[d]oxazol-6-yl)-2-phenylacetamide